C(C)(C)(C)OC(=O)N1[C@@H](C[C@H](CC1)N1N=CC=2C(=NC=3C(=C(C(=CC3C21)Cl)Br)F)N2CC(C2)N(C)C)CC#N (2S,4S)-4-(7-bromo-8-chloro-4-(3-(dimethylamino)azetidin-1-yl)-6-fluoro-1H-pyrazolo[4,3-c]quinolin-1-yl)-2-(cyanomethyl)piperidine-1-carboxylic acid tert-butyl ester